1,1-Carbonyldiimidazole C1=CN(C=N1)C(=O)N1C=CN=C1